I(=O)(=O)O.CN methyl-amine iodate